4-[5-(2,1,3-Benzoxadiazol-5-yl)thiophen-2-yl]methyl-2,4-dihydro-3H-1,2,4-triazol-3-one hydrochloride Cl.N=1ON=C2C1C=CC(=C2)C2=CC=C(S2)CN2C(NN=C2)=O